C(C)(C)N1C(=NC(=C1)C(F)(F)F)C1=CC=C(C(=O)OC)C=C1 methyl 4-[1-isopropyl-4-(trifluoromethyl)imidazol-2-yl]benzoate